ClC=1C(=CC2=C(C(C[C@@H](O2)C(=O)NC23CC(C2)(C3)N3N=CC(=C3)OCCCOC(F)(F)F)=O)C1)F (2R)-6-chloro-7-fluoro-4-oxo-N-(3-{4-[3-(trifluoromethoxy)propoxy]-1H-pyrazol-1-yl}bicyclo[1.1.1]pentan-1-yl)-3,4-dihydro-2H-1-benzopyran-2-carboxamide